FC1=NC=CC(=C1)[C@@H]1[C@H]([C@H]2[C@@H]3C[C@@H]3[C@@H]1O2)C(=O)NC2=CC(=CC=C2)C(F)(F)F (1S,2S,4R,5R,6R,7S)-7-(2-fluoropyridin-4-yl)-N-[3-(trifluoromethyl)phenyl]-8-oxatricyclo[3.2.1.02,4]octane-6-carboxamide